F[B-](F)(F)F.C(C)C=1NC=C[N+]1C ethyl-3-methylimidazolium tetrafluoroborate